1-methyl-cyclobutanol CC1(CCC1)O